C(C=CC(=O)[O-])(=O)[O-].C(C)(=O)OC1=C2C(=CNC2=CC=C1)CC[NH3+].C(C)(=O)OC1=C2C(=CNC2=CC=C1)CC[NH3+] Bis{2-[4-(acetyloxy)-1H-indol-3-yl]ethan-1-aminium} but-2-enedioate